Cl.BrC1=C(C(=C(C=C1)N1C(CNCC1)C)F)F 1-(4-bromo-2,3-difluorophenyl)-2-methylpiperazine hydrochloride